C(CCCCCCCCCCC)OCCCO 3-hydroxypropyl lauryl ether